1-(5-(piperazin-1-yl)pyridin-2-yl)guanidine trifluoroacetate FC(C(=O)O)(F)F.N1(CCNCC1)C=1C=CC(=NC1)NC(=N)N